(3S)-3-(3-chloro-5-(difluoromethoxy)phenyl)-3-(2-(4-((5-fluoro-1,4,5,6-tetrahydropyrimidin-2-yl)amino)-1H-indazole-6-carboxamido)acetamido)propanoic acid ClC=1C=C(C=C(C1)OC(F)F)[C@H](CC(=O)O)NC(CNC(=O)C1=CC(=C2C=NNC2=C1)NC=1NCC(CN1)F)=O